2-(2-Fluorophenyl)pyrazolo[1,5-a]pyrimidine-3-carboxylic Acid FC1=C(C=CC=C1)C1=NN2C(N=CC=C2)=C1C(=O)O